CNC(NC1=CNC2=CC=C(C=C12)C=1C=NN(C1)C1=CC=CC=C1)=O 3-methyl-1-[5-(1-phenyl-1H-pyrazol-4-yl)-1H-indol-3-yl]urea